C(C)(C)(C)OC(=O)N1CCC(CC1)CC(=O)N1CCC(CC1)OS(=O)(=O)C 1-(1-T-butoxycarbonyl-4-piperidylacetyl)-4-methanesulfonyloxypiperidine